NC1=NNC2=CC=C(C=C12)C1=C2C(=NC=C1)NC(=C2)C(=O)NCCC(C)C 4-(3-amino-1H-indazol-5-yl)-N-isopentyl-1H-pyrrolo[2,3-b]pyridine-2-carboxamide